C(C1=CC=CC=C1)OC(=O)NC(C(=O)O)C1CC2(C1)CCC2 2-(((benzyloxy)carbonyl)amino)-2-(spiro[3.3]heptan-2-yl)acetic acid